1-[4-[6-(1-methylpyrazol-4-yl)pyrazolo[1,5-a]pyridin-4-yl]-1-piperidyl]prop-2-en-1-one CN1N=CC(=C1)C=1C=C(C=2N(C1)N=CC2)C2CCN(CC2)C(C=C)=O